NC1=NC=C(C=N1)C=1C=NC(=NC1)NCC1(CC(C1)F)C1=NC=CC=C1F [5-(2-aminopyrimidin-5-yl)pyrimidin-2-yl]{[3-fluoro-1-(3-fluoro(2-pyridyl))cyclobutyl]methyl}amine